O1C(CC1)CC1(NC(=NC=C1C(F)(F)F)N)N 4-(oxetan-2-ylmethyl)-5-(trifluoromethyl)pyrimidine-2,4-diamine